6-(4-chloro-phenyl)-2-(furan-2-yl)-benzooxazole ClC1=CC=C(C=C1)C1=CC2=C(N=C(O2)C=2OC=CC2)C=C1